6,7-Dimethyl-2,3-Bis(2-pyridyl)quinoxaline ethyl-3,3-di(t-amylperoxy)butyrate C(C)OC(CC(C)(OOC(C)(C)CC)OOC(C)(C)CC)=O.CC=1C=C2N=C(C(=NC2=CC1C)C1=NC=CC=C1)C1=NC=CC=C1